(bis(t-butoxycarbonyl)amino)-1,8-dimethyl-7-oxo-1,7,8,9-tetrahydro-pyrazolo[4,3-c]pyrrolo[3,4-g]quinoline-9-carboxylic acid C(C)(C)(C)OC(=O)N(C(=O)OC(C)(C)C)C1=NN(C2=C1C=NC=1C=C3C(=CC21)C(N(C3=O)C)C(=O)O)C